(R)-N-(3-aminobicyclo[1.1.1]pentan-1-yl)-1-(4-fluorophenyl)-3,4-dihydroisoquinoline-2(1H)-carboxamide NC12CC(C1)(C2)NC(=O)N2[C@@H](C1=CC=CC=C1CC2)C2=CC=C(C=C2)F